2-[bis(2-fluorophenyl)(hydroxy)methyl]-3-ethyl-6-methoxypyrazolo[1,5-a]pyridine-5-carbonitrile FC1=C(C=CC=C1)C(C1=NN2C(C=C(C(=C2)OC)C#N)=C1CC)(O)C1=C(C=CC=C1)F